CC1=C(C(=CC=C1)C)C1=CC(=CC=C1)[C@H](CC(=O)[O-])NC(=O)NC=1C(N2CCCC2=CC1[O-])=O.[Na+].[Na+] sodium (S)-3-(2',6'-dimethylbiphenyl-3-yl)-3-(3-(7-oxido-5-oxo-1,2,3,5-tetrahydro indolizin-6-yl) ureido)propanoate